FC1=CC(=C(C=C1F)C(C)=O)O 1-(4,5-difluoro-2-hydroxyphenyl)ethan-1-one